C1(CC1)OC1=C(C=CC=C1)[C@H](C(F)(F)F)NC(=O)C=1C(=C2CN(C(C2=CC1)=O)C1C(NC(CC1)=O)=O)F N-((R)-1-(2-cyclopropoxyphenyl)-2,2,2-trifluoroethyl)-2-(2,6-dioxopiperidin-3-yl)-4-fluoro-1-oxoisoindoline-5-carboxamide